4,5-difluoro-1,3-dioxolane FC1OCOC1F